(S)-1-(3,4-dichlorobenzyl)-3,7-dimethyl-8-(6-oxopiperidin-3-ylamino)-1H-purine-2,6(3H,7H)-dione ClC=1C=C(CN2C(N(C=3N=C(N(C3C2=O)C)N[C@@H]2CNC(CC2)=O)C)=O)C=CC1Cl